FC1=C(C=CC(=C1)[C@H]1C2(CCC3=CC(=CC=C13)O)CCCC2)N2CCC(CC2)C=O (R)-1-(2-Fluoro-4-(6'-hydroxy-3',4'-dihydro-1'H-spiro[cyclopentane-1,2'-naphthalene]-1'-yl)phenyl)piperidine-4-carbaldehyde